7-Bromo-benzo[1,2,5]thiadiazole-4-carbaldehyde BrC1=CC=C(C2=NSN=C21)C=O